2',3'-dichloro-[1,1'-biphenyl]-2,6-diol ClC1=C(C=CC=C1Cl)C=1C(=CC=CC1O)O